5-(2-methoxyphenyl)oxazole-2-carboxylic acid COC1=C(C=CC=C1)C1=CN=C(O1)C(=O)O